[Si](C)(C)(C(C)(C)C)NS(=NC(CC1=C(C=C(C=C1C(C)C)F)C(C)C)=O)(=O)C1=CC=C(C=C1)C(C)(C)N(C)C N-[[(tert-butyldimethylsilyl)amino]([4-[2-(dimethylamino)propan-2-yl]phenyl])oxo-λ6-sulfanylidene]-2-[4-fluoro-2,6-bis(propan-2-yl)phenyl]acetamide